OC=1C(=NC=CC1OC)C(=O)N[C@@H](C)C(=O)O[C@@H](C)[C@@H](C(C)C)C1=C(C=C(C=C1)F)F (2S,3S)-3-(2,4-difluorophenyl)-4-methylpentan-2-yl N-[(3-hydroxy-4-methoxypyridin-2-yl)carbonyl]-L-alaninate